n-eicosyl tetracosyl ether C(CCCCCCCCCCCCCCCCCCCCCCC)OCCCCCCCCCCCCCCCCCCCC